N-((1R,4R)-4-((9-(2-(methylamino)-7-(2,2,2-trifluoroethyl)quinazolin-4-yl)-3,9-diazaspiro[5.5]undecan-3-yl)methyl)cyclohexyl)ethanesulfonamide CNC1=NC2=CC(=CC=C2C(=N1)N1CCC2(CCN(CC2)CC2CCC(CC2)NS(=O)(=O)CC)CC1)CC(F)(F)F